rac-(3R,3aR,8bR,Z)-2-((dimethylamino)methylene)-8b-hydroxy-6,8-dimethoxy-3a-(4-methoxyphenyl)-3-phenyl-2,3,3a,8b-tetrahydro-1H-cyclopenta[b]benzofuran-1-one CN(C)\C=C\1/C([C@@]2([C@@](OC3=C2C(=CC(=C3)OC)OC)([C@@H]1C1=CC=CC=C1)C1=CC=C(C=C1)OC)O)=O |r|